6-chloro-3-(2-methoxy-5-(1-methyl-1H-imidazol-2-yl)pyridin-3-yl)-3-methylindolin-2-one ClC1=CC=C2C(C(NC2=C1)=O)(C)C=1C(=NC=C(C1)C=1N(C=CN1)C)OC